Carbonic acid 7-[4-(4-benzo[b]thiophen-4-ylpiperazin-1-yl)butoxy]-2-oxo-3,4-dihydro-2H-quinolin-1-ylmethyl ester tetradecyl ester C(CCCCCCCCCCCCC)OC(OCN1C(CCC2=CC=C(C=C12)OCCCCN1CCN(CC1)C1=CC=CC=2SC=CC21)=O)=O